FC=1C=CC(=C(C1)C(CN1C(N(C(C2=C1SC(=C2C)N2N=CC=N2)=O)N(C(C(C)C)=O)C)=O)=O)OC N-(1-(2-(5-fluoro-2-methoxyphenyl)-2-oxoethyl)-5-methyl-2,4-dioxo-6-(2H-1,2,3-triazol-2-yl)-1,4-dihydrothieno[2,3-d]pyrimidin-3(2H)-yl)-N-methylisobutyramide